COC1=C(C=C2CCNCC2=C1)NC1=NC=C(C(=N1)NCCCN1C(CCCC1)=O)C(F)(F)F 1-(3-((2-((7-methoxy-1,2,3,4-tetrahydroisoquinolin-6-yl)amino)-5-(trifluoromethyl)pyrimidin-4-yl)amino)propyl)piperidin-2-one